CN1CC(C1)(C)[C@@](O)(C1=CC(=CC=C1)C1=NOC(=N1)CS(=O)(=O)C)C1=CC=C(C=C1)C(C)C (S)-(1,3-Dimethyl-azetidin-3-yl)-(4-isopropyl-phenyl)-[3-(5-methanesulfonylmethyl-[1,2,4]oxadiazol-3-yl)-phenyl]-methanol